ClC=1C(=NC=CC1)N1CCN(CC1)C1=NSC2=C1C=CC=C2 3-(4-(3-Chloropyridin-2-yl)piperazin-1-yl)benzo[d]isothiazole